C(C)OC(CC(=O)C1=C(C=C(C(=C1)[N+](=O)[O-])F)F)=O 3-(2,4-difluoro-5-nitrophenyl)-3-oxopropionic acid ethyl ester